CC1=CC=C(C=C1)S(=O)(=O)NC1=C(C(=O)NC=2SC=C(N2)CC(F)(F)F)C=CC=C1 2-((4-methylphenyl)sulfonylamino)-N-(4-trifluoroethylthiazol-2-yl)benzamide